C1=CC2=C(C=CC(=O)O2)C=C1N=O 6-nitroso-1,2-benzopyrone